2-propynyl [3-(triethoxysilyl)propyl]carbamate C(C)O[Si](CCCNC(OCC#C)=O)(OCC)OCC